5-(4-hydroxyphenyl)-10,15,20-tris(4-chlorophenyl)porphyrin OC1=CC=C(C=C1)C=1C2=CC=C(N2)C(=C2C=CC(C(=C3C=CC(=C(C=4C=CC1N4)C4=CC=C(C=C4)Cl)N3)C3=CC=C(C=C3)Cl)=N2)C2=CC=C(C=C2)Cl